C=C(CO)CC#CC 2-Methylene-4-hexyn-1-ol